(1S,4S)-2-oxa-5-azabicyclo[2.2.1]heptane [C@@H]12OC[C@@H](NC1)C2